(E)-6-bromopicolinaldehyde oxime BrC1=CC=CC(=N1)/C=N/O